C(C)OC(=O)C1OC2=C(C1(C)C)C=C(C=C2)S(N(CCC2=CC=CC=C2)C2=CC=C(C=C2)N2CCN(CC2)C(C2=CC=CC=C2)=O)(=O)=O 3-methyl-5-(N-(4-(4-benzoylpiperazin-1-yl)phenyl)-N-phenethylsulfamoyl)-3-methylbenzofuran-2-carboxylic acid ethyl ester